3-Methoxyphenyl 3-deoxy-3-[4-(3,4,5-trifluorophenyl)-1H-1,2,3-triazol-1-yl]-1-thio-α-D-galactopyranoside FC=1C=C(C=C(C1F)F)C=1N=NN(C1)[C@@H]1[C@H]([C@@H](SC2=CC(=CC=C2)OC)O[C@@H]([C@@H]1O)CO)O